CC1=CC=C(C=C1)S(=O)(=O)OCCN(C1=CC=2N(C=C1)C=C(N2)C2=CC=C(C=C2)C)C 2-[methyl-[2-(p-tolyl)imidazo[1,2-a]pyridin-7-yl]amino]ethyl 4-methylbenzenesulfonate